C(C)(C)N1N=C(C=C1)C=1C(=C2C(=NC(=NN2C1)C1=NC=CC=C1)O)C 6-(1-Isopropyl-1H-pyrazol-3-yl)-5-methyl-2-(pyridin-2-yl)pyrrolo[2,1-f][1,2,4]triazin-4-ol